(S)-2-(2-fluoropyridin-3-yl)-5-(4-(4-isopropylpyrazolo[1,5-a]pyridin-2-yl)-1,4,6,7-tetrahydro-5H-imidazo[4,5-c]pyridin-5-yl)-1,3,4-oxadiazole FC1=NC=CC=C1C=1OC(=NN1)N1[C@@H](C2=C(CC1)NC=N2)C2=NN1C(C(=CC=C1)C(C)C)=C2